COC1=C(C=CC=C1)S(=O)(=O)NC1=NOC2=C1C(=CC(=C2)C2=CC(=CC=C2)N2CCN(CC2)C#CC)OC 2-methoxy-N-(4-methoxy-6-(3-(4-propynylpiperazin-1-yl)phenyl)benzo[d]isoxazol-3-yl)benzenesulfonamide